5-Cyano-2-((1-methyl-1H-pyrazol-4-yl)amino)pyrimidin C(#N)C=1C=NC(=NC1)NC=1C=NN(C1)C